(5-bromo-2,4-dimethoxy-phenyl)sulfonyl-3-methoxy-4-(pyrazol-1-ylmethyl)benzamide BrC=1C(=CC(=C(C1)S(=O)(=O)C1=C(C(=O)N)C=CC(=C1OC)CN1N=CC=C1)OC)OC